2-amino-5-(cyclopenten-1-yl)-1-(5-hydroxy-2-methyl-phenyl)pyrrolo[3,2-b]pyridine-3-carboxamide NC1=C(C2=NC(=CC=C2N1C1=C(C=CC(=C1)O)C)C1=CCCC1)C(=O)N